O=C([SiH2]C[SiH3])[SiH2]C[SiH3] 1,3,5,7-tetrasila-4-oxo-heptane